C(CCCCC(C)C)(=O)OC(CCCCC)CC ethylhexyl isooctanoate